BrC1=CC=C(C2=CC=CC=C12)CN1CC(C1)(O)C 1-((4-bromonaphthalen-1-yl)methyl)-3-methylazetidin-3-ol